tert-butyl (R)-(cyclopropylmethyl)(1-(6-(3-((6-(pyrrolidin-1-yl)pyrazin-2-yl)carbamoyl)oxetan-3-yl)pyridin-3-yl)piperidin-3-yl)carbamate C1(CC1)CN(C(OC(C)(C)C)=O)[C@H]1CN(CCC1)C=1C=NC(=CC1)C1(COC1)C(NC1=NC(=CN=C1)N1CCCC1)=O